2-cyanopyrimidine C(#N)C1=NC=CC=N1